C(C)N1N=CC=2C1=NC(=CN2)N[C@@H](C)C=2C=C(C=CC2)NC(C2=CN=CC(=C2)C)=O (S)-N-(3-(1-((1-ethyl-1H-pyrazolo[3,4-b]pyrazin-6-yl)amino)ethyl)phenyl)-5-methylnicotinamide